1,1,3,3-tetramethylhexahydropyrimidine-1,3-diium C[N+]1(C[N+](CCC1)(C)C)C